4-(3-methylbut-2-enoxy)-1-[(2R,3R,4S,5S)-5-fluoro-3,4-dihydroxy-5-(hydroxymethyl)tetrahydrofuran-2-yl]pyrimidin-2-one CC(=CCOC1=NC(N(C=C1)[C@@H]1O[C@@]([C@H]([C@H]1O)O)(CO)F)=O)C